ClC=1C=C(C=CC1)C=1C=C(C(=NC1)C(=O)N)O 5-(3-chlorophenyl)-3-hydroxypyridine-2-carboxamide